isopropyl (chloro(phenoxy)phosphoryl)-Z-alaninate ClP(=O)(OC1=CC=CC=C1)N[C@@H](C)C(=O)OC(C)C